ClC=1C=C2C(=CC1)N(C(C21CCN(CC1)[C@H](COC1=CC=C(C=C1)S(=O)(=O)C)C)=O)[C@@H]1C[C@H](C1)O 5-chloro-1'-[(2S)-1-(4-methanesulfonylphenoxy)propan-2-yl]-1-[(trans)-3-hydroxycyclobutyl]-1,2-dihydrospiro[indole-3,4'-piperidin]-2-one